N-(3-(2-acetamidopyridin-4-yl)-5-chlorobenzyl)-N-cyclopropylbut-2-ynamide C(C)(=O)NC1=NC=CC(=C1)C=1C=C(CN(C(C#CC)=O)C2CC2)C=C(C1)Cl